FC(OC1=CC=C(C=C1)S(=O)(=O)N1CCC2(CC[C@H](C2)N2[C@@H]3CO[C@H](C2)C3)CC1)F (1S,4S)-5-((R)-8-((4-(difluoromethoxy)phenyl)sulfonyl)-8-azaspiro[4.5]decan-2-yl)-2-oxa-5-azabicyclo[2.2.1]heptane